C(CCCCCCC)[Al](CCCCCCCC)CCCCCCCC Tri(n-octyl)aluminum